(2-fluoro-6-methoxyphenyl)-N-(4-(1-methylpiperidin-4-yl)phenyl)-5,6,7,8-tetrahydropyrido[3,4-d]pyrimidin-2-amine FC1=C(C(=CC=C1)OC)C=1C2=C(N=C(N1)NC1=CC=C(C=C1)C1CCN(CC1)C)CNCC2